N1=C(C=CC=C1)CNCC1=CC=C(C=C1)CNC(=N)N 1-[[4-[[(2-pyridylmethyl)amino]methyl]phenyl]methyl]guanidine